C(C)OC1=NOC(=C1)C(C(=O)OC)C(C)C methyl 2-(3-ethoxy-1,2-oxazol-5-yl)-3-methylbutanoate